2-[4-(4-Amino-7-methyl-7H-pyrrolo[2,3-d]pyrimidin-5-yl)-benzylamino]-N-[(S)-1-(3,4-difluoro-phenyl)-ethyl]-nicotinamide NC=1C2=C(N=CN1)N(C=C2C2=CC=C(CNC1=C(C(=O)N[C@@H](C)C3=CC(=C(C=C3)F)F)C=CC=N1)C=C2)C